trifluoromethyl-uridine FC(F)(F)[C@@]1([C@H](O)[C@H](O)[C@@H](CO)O1)N1C(=O)NC(=O)C=C1